C(CC=C)N(C1=C(C=C(C(=N1)C(=O)O)[N+](=O)[O-])C(F)(F)F)C(C)C 6-[but-3-enyl-(isopropyl)amino]-3-nitro-5-(trifluoromethyl)pyridine-2-carboxylic acid